1-(4-(2-(6-((3r,5r)-3-amino-5-fluoropiperidine-1-carbonyl)-3-methylpyrazolo[1,5-a]pyridin-2-yl)-1-(cyclopropylmethyl)-1H-indol-7-yl)piperidin-1-yl)-3-hydroxy-2,2-dimethylpropan-1-one N[C@H]1CN(C[C@@H](C1)F)C(=O)C=1C=CC=2N(C1)N=C(C2C)C=2N(C1=C(C=CC=C1C2)C2CCN(CC2)C(C(CO)(C)C)=O)CC2CC2